C(#N)C1=CC=C(OCC(=O)NNC(=O)C2=CC(=NN2C2=CC=CC=C2)C2=CC=CC=C2)C=C1 2-(4-cyanophenoxy)-N'-(1,3-diphenyl-1H-pyrazol-5-yl-carbonyl)acetohydrazide